3-[4-(3,4-dichloro-2-fluoro-anilino)quinazolin-6-yl]pyrrolidin-3-ol ClC=1C(=C(NC2=NC=NC3=CC=C(C=C23)C2(CNCC2)O)C=CC1Cl)F